BrC=1C=C(C=CC1)C1(CCCC1)C(=O)NNC(=S)NC 1-(3-bromophenyl)-N-[(methylaminocarbothioyl)amino]cyclopentane-1-carboxamide